CC(=O)C(CC)=O methylpropionyl ketone